1H-1,3-benzodiazole-6-carboxylic acid N1C=NC2=C1C=C(C=C2)C(=O)O